BrC1=NC(=CC(=C1)C=O)Br 2,6-dibromopyridine-4-carbaldehyde